3-({3-[(tert-butyldimethylsilyl)oxy]cyclobutyl}methoxy)-6-(5-chloro-2-fluorophenyl)-N-[(2,4-dimethoxyphenyl)methyl]pyridazin-4-amine [Si](C)(C)(C(C)(C)C)OC1CC(C1)COC=1N=NC(=CC1NCC1=C(C=C(C=C1)OC)OC)C1=C(C=CC(=C1)Cl)F